4-((1-(2,2-Difluoropropyl)-7-methoxy-1H-pyrazolo[4,3-c]pyridin-6-yl)amino)-N-(methyl-d3)-6-((1-methyl-1H-pyrazol-3-yl)amino)nicotinamide FC(CN1N=CC=2C=NC(=C(C21)OC)NC2=CC(=NC=C2C(=O)NC([2H])([2H])[2H])NC2=NN(C=C2)C)(C)F